C/C(=C(/CCCCCCCC(=O)N)\C)/CCCCCCCC dimethyl-oleic acid amide